17α-Ethynylestradiol C[C@]12CC[C@H]3[C@H]([C@@H]1CC[C@]2(C#C)O)CCC4=C3C=CC(=C4)O